2-[(3R,4R)-3-fluoro-4-(methylamino)pyrrolidin-1-yl]-N-(3-methoxy-1-methyl-pyrazol-4-yl)-9-methyl-purin-6-amine F[C@@H]1CN(C[C@H]1NC)C1=NC(=C2N=CN(C2=N1)C)NC=1C(=NN(C1)C)OC